benzoindolone N=1C(C=C2C=CC3=C(C12)C=CC=C3)=O